(1-(3-(trifluoromethyl)phenyl)-1H-1,2,4-triazol-3-yl)methanone FC(C=1C=C(C=CC1)N1N=C(N=C1)C=O)(F)F